1,3-dimethoxystyrene COC1(C=C)CC(=CC=C1)OC